5-[4-amino-5-(trifluoromethyl)pyrrolo[2,1-f][1,2,4]triazin-7-yl]-N-{4-fluoro-1-[(1,3-thiazol-4-yl)methyl]pyrrolidin-3-yl}-2-methoxypyridine-3-carboxamide NC1=NC=NN2C1=C(C=C2C=2C=C(C(=NC2)OC)C(=O)NC2CN(CC2F)CC=2N=CSC2)C(F)(F)F